ClC1=C(C=CC(=C1)F)C1=C(NC(=CC1=O)C)C 3-(2-chloro-4-fluorophenyl)-2,6-dimethylpyridin-4(1H)-one